COC1=CC=C(C=C1)C1=NC(=NC=C1C)NC(C1=CC(=CC(=C1)C(F)(F)F)C(F)(F)F)=O N-(4-(4-methoxyphenyl)-5-methylpyrimidin-2-yl)-3,5-bis(trifluoromethyl)benzamide